C1N(CC2CCCCC12)C1=CC=NC2=C3N=CC=C(C3=CC=C12)C1=CC=C(C=C1)N1CCCC1 4-(2,3,3a,4,5,6,7,7a-octahydro-1H-isoindol-2-yl)-7-[4-(1-pyrrolidinyl)phenyl]-1,10-phenanthroline